4-(3a,7a-dihydro-1H-pyrrolo[2,3-b]pyridin-3-yl)-7-(5-(piperazin-1-yl)-1H-benzo[d]imidazol-2-yl)isoindol-1-one N1C=C(C2C1N=CC=C2)C2=C1C=NC(C1=C(C=C2)C2=NC1=C(N2)C=CC(=C1)N1CCNCC1)=O